1-[4-(benzyloxy)phenyl]-3-{[2-(2,6-dioxopiperidin-3-yl)-1-oxo-2,3-dihydro-1H-isoindol-5-yl]methyl}urea C(C1=CC=CC=C1)OC1=CC=C(C=C1)NC(=O)NCC=1C=C2CN(C(C2=CC1)=O)C1C(NC(CC1)=O)=O